OCCN1CCN(CC1)CCCC(=O)OCC(COCCCCCCCCCCCC)(COCCCCCCCCCCCC)COCCCCCCCCCCCC 3-(Dodecyloxy)-2,2-bis((dodecyloxy)methyl)propyl 4-(4-(2-hydroxyethyl)piperazin-1-yl)butanoate